CC=1C=C(C=CC1)CSCC=1C=C(C=CC1)B(O)O [3-(([(3-METHYLPHENYL)METHYL]SULFANYL)METHYL)PHENYL]BORANEDIOL